C(C)C1=NOC2(C3=CN(N=C3C[C@@H](C21)C)CC2=CC=C(C=C2)OC)O ethyl-(4S)-8b-hydroxy-7-(4-methoxybenzyl)-4-methyl-3a,5,7,8b-tetrahydro-4H-isoxazolo[5,4-e]indazole